(S)-(4-((tert-butyldiphenylsilyl)oxy)-1-hydroxybutan-2-yl)carbamic acid tert-butyl ester C(C)(C)(C)OC(N[C@H](CO)CCO[Si](C1=CC=CC=C1)(C1=CC=CC=C1)C(C)(C)C)=O